BrC=1C(=CC2=C(N(C=N2)C2=NC(=C(C=C2)C(F)F)N2N=C(C=C2C)C(F)F)C1)OCCN1CCOCC1 4-[2-[6-bromo-1-[5-(difluoromethyl)-6-[3-(difluoromethyl)-5-methyl-pyrazol-1-yl]-2-pyridyl]benzimidazol-5-yl]oxyethyl]morpholine